C(#N)CCNC(=O)C1=CSC=2C1=NC=CC2 N-(2-cyanoethyl)thieno[3,2-b]pyridine-3-carboxamide